6-bromo-1H-pyrrolo[3,2-c]pyridine BrC1=CC2=C(C=N1)C=CN2